3-Benzyl-2,4-dioxo-1-(pyridin-3-yl)-3-azabicyclo[3.1.0]hexane-6-carboxylic acid ethyl ester C(C)OC(=O)C1C2C(N(C(C12C=1C=NC=CC1)=O)CC1=CC=CC=C1)=O